C(C)(=O)O[C@@H]1[C@@H]([C@H]([C@H](SC(C)=O)O[C@@H]1COC(C)=O)OC)N=[N+]=[N-] Acetyl 4,6-di-O-acetyl-3-azido-2-O-methyl-3-deoxy-1-thio-beta-D-galactopyranoside